N1=CC=C(C=C1)CNC(=O)NC1=CC=C(C=C1)S(=O)(=O)C1=C(C=CC=C1)C(F)(F)F 1-Pyridin-4-ylmethyl-3-[4-(2-trifluoromethyl-benzenesulfonyl)-phenyl]-urea